FC=1C=CC(=NC1)NC(CN1C=2N(C(C3=C1C(N(C3)C(C)C)=O)=O)N=C(C2)C(=O)NC=2C=NC=CC2)=O 4-(2-[(5-fluoropyridin-2-yl)amino]-2-oxoethyl)-5,8-dioxo-6-(propan-2-yl)-N-(pyridin-3-yl)-5,6,7,8-tetrahydro-4H-pyrazolo[1,5-a]pyrrolo[3,4-d]pyrimidine-2-carboxamide